BrCC=1C(=CC(=NC1)C#N)F 5-(bromomethyl)-4-fluoro-pyridine-2-carbonitrile